C(C=C)OC1=C(C=C(C=C1C(C)(C)C)C)[Si](C)(C)Cl [2-(Allyloxy)-3-tert-butyl-5-methylphenyl](chloro)dimethylsilane